N-[5-ethylsulfonyl-6-[5-[N-ethyl-S-(trifluoromethyl)sulfonimidoyl]-1,3-benzoxazol-2-yl]-3-pyridyl]-N-methyl-acetamide C(C)S(=O)(=O)C=1C=C(C=NC1C=1OC2=C(N1)C=C(C=C2)S(=O)(=NCC)C(F)(F)F)N(C(C)=O)C